C1NCC12CCC(CC2)S(=O)(=O)N 2-azaspiro[3.5]nonan-7-yl-sulfonamide